tert-butyl (1S,2R,3S,6R,7S,9R)-3-{[(1S)-1-carbamoyl-2-[(3S)-2-oxopyrrolidin-3-yl]ethyl]carbamoyl}-9-hydroxy-4-azatricyclo[5.2.1.0^{2,6}]decane-4-carboxylate C(N)(=O)[C@H](C[C@H]1C(NCC1)=O)NC(=O)[C@@H]1[C@H]2[C@H]3[C@@H](C[C@@H]([C@H]2CN1C(=O)OC(C)(C)C)C3)O